ClC1=C(C=CC=C1OC)N1C(=C2C(N(N=CC2=C1C)C1=NC=CC=N1)=O)C 6-(2-Chloro-3-methoxyphenyl)-5,7-dimethyl-2-(pyrimidin-2-yl)-2,6-dihydro-1H-pyrrolo[3,4-d]pyridazin-1-one